salicylic acid n-decylamide C(CCCCCCCCC)NC(C=1C(O)=CC=CC1)=O